4-fluorodeoxy-N-acetylgalactosamine F[C@]1([C@@H]([C@H](CO[C@@H]1CO)NC(C)=O)O)O